5-(8-methyl-3,6,10,13,16,19-hexaaza-bicyclo[6.6.6]eicosan-1-ylamino)-5-oxopentanoic acid CC12CNCCNCC(CNCCNC1)(CNCCNC2)NC(CCCC(=O)O)=O